(S)-benzo[d]oxazol-2-yl(4-(4-(difluoromethyl)pyrazolo[1,5-a]pyridin-2-yl)-1,4,6,7-tetrahydro-5H-imidazo[4,5-c]pyridin-5-yl)methanone O1C(=NC2=C1C=CC=C2)C(=O)N2[C@@H](C1=C(CC2)NC=N1)C1=NN2C(C(=CC=C2)C(F)F)=C1